NC(CCN(NC([C@H](CC1CCCCC1)NC(=O)C=1NC2=CC=CC=C2C1)=O)C(C(F)Cl)=O)=O N-[(1S)-2-[2-(3-Amino-3-oxo-propyl)-2-(2-chloro-2-fluoro-acetyl)hydrazino]-1-(cyclohexylmethyl)-2-oxo-ethyl]-1H-indole-2-carboxamide